1-[9-amino-6,7-dichloro-10-(1H-pyrazol-4-yl)-3,4-dihydro-1H-pyrazino[1,2-a]indol-2-yl]-2-[tert-butyl(dimethyl)silyl]oxy-ethanone NC=1C=2C(=C3N(C2C(=C(C1)Cl)Cl)CCN(C3)C(CO[Si](C)(C)C(C)(C)C)=O)C=3C=NNC3